2-acryloyloxybenzoic acid C(C=C)(=O)OC1=C(C(=O)O)C=CC=C1